tert-butyl N-[4-[(5-allyloxy-4-methyl-3-pyridinyl) methyl]-3-fluoro-2-pyridinyl]-N-t-butoxycarbonyl-carbamate C(C=C)OC=1C(=C(C=NC1)CC1=C(C(=NC=C1)N(C(OC(C)(C)C)=O)C(=O)OC(C)(C)C)F)C